ClC1=C(C=CC=C1C1=C(C(=NC=C1)C1=CC(=C(C=C1)CNC1CCC(CC1)OC)OC)Cl)C1=CC=C(C(=N1)OC)CNC1CCC(CC1)OC (1r,4s)-N-((6-(2-chloro-3-(3-chloro-2-(3-methoxy-4-((((1s,4r)-4-methoxycyclohexyl)amino)methyl)phenyl)pyridin-4-yl)phenyl)-2-methoxypyridin-3-yl)methyl)-4-methoxycyclohexan-1-amine